Benzyl (4-(difluoromethyl)bicyclo[2.2.2]octan-1-yl)carbamate FC(C12CCC(CC1)(CC2)NC(OCC2=CC=CC=C2)=O)F